2,2'-bis-(diphenylphosphinomethyl)-1,1'-biphenyl potassium salt [K].C1(=CC=CC=C1)P(C1=CC=CC=C1)CC1=C(C=CC=C1)C1=C(C=CC=C1)CP(C1=CC=CC=C1)C1=CC=CC=C1